2-(4-Cyclopropyl-6-methoxypyrimidin-5-yl)-9-([4-[1-isopropyl-4-(trifluoromethyl)imidazol-2-yl]phenyl]methyl)-7H-purin-8-one C1(CC1)C1=NC=NC(=C1C1=NC=C2NC(N(C2=N1)CC1=CC=C(C=C1)C=1N(C=C(N1)C(F)(F)F)C(C)C)=O)OC